C(CCCCC(C)C)(=O)O.C(CCCCCCCCCCCCCCC(C)C)(=O)OCCCCCCCCCCCCCCCC cetyl isostearate isooctanoate